BrC1=CC=C2C(=NN=CC2=C1)C 7-bromo-4-methylphthalazin